1-(piperidin-3-yl)ethan-1-one hydrochloride Cl.N1CC(CCC1)C(C)=O